F[C@@H]1C[C@@H](CN(C1)C)NC1=CC=C(N=N1)C1=C(C=C(C=C1C)C(F)(F)F)O 2-(6-(((3S,5r)-5-fluoro-1-methylpiperidin-3-yl)amino)pyridazin-3-yl)-3-methyl-5-(trifluoromethyl)phenol